CC=1C=C(C=CC1)N1C(C=CC1=O)=O N-(m-methylphenyl)-maleimide